9H-carbazole-3,6-dicarboxylic acid C1=CC(=CC=2C3=CC(=CC=C3NC12)C(=O)O)C(=O)O